2-(2-Chloropyridin-3-yl)acetic acid methyl ester COC(CC=1C(=NC=CC1)Cl)=O